C(C)(=O)O[C@@H]1CC2([C@@H](C[C@H]3[C@@H]4CC[C@H]([C@@H](CC[C@H](C(C)C)C)C)[C@]4(CC[C@@H]3[C@]2(CC1)C)C)N(CCCN)CCCCN)O 3β-acetoxy-5-hydroxy-6β-[(4-aminobutyl)(3-aminopropyl)amino]campestane